3-((2-(acryloyloxy)ethyl)-dimethylammonio)propane-1-sulfonate C(C=C)(=O)OCC[N+](CCCS(=O)(=O)[O-])(C)C